3-(2-aminoethyl)aminopropyl-silane NCCNCCC[SiH3]